((1R)-1-(3-cyclopropyl-4,5-dihydroisoxazole-5-carboxamido)-3-methylbutyl)boronic acid C1(CC1)C1=NOC(C1)C(=O)N[C@@H](CC(C)C)B(O)O